BrC=1C(=C(N)C=C(C1C)F)C 3-bromo-5-fluoro-2,4-dimethylaniline